C1(CCCC1)CN1C(N(C(C2=C1SC=C2SC)=O)C2=CN=CC1=CC=CC=C21)=O 1-(cyclopentylmethyl)-3-(isoquinolin-4-yl)-5-methylthiothieno[2,3-d]pyrimidine-2,4(1H,3H)-dione